N1C=NC(=C1)C1=C2C(=NC=C1)N(N=C2CNC(C=C)=O)C2=CC=C(C=C2)OC(F)(F)F N-[[4-(1H-imidazol-4-yl)-1-[4-(trifluoromethoxy)phenyl]pyrazolo[3,4-b]pyridin-3-yl]methyl]prop-2-enamide